2-[(2-mercaptoethyl)thio]-1,3-propanedithiol SCCSC(CS)CS